2-propyl-2-ethyl-1,5-diisocyanato-pentane C(CC)C(CN=C=O)(CCCN=C=O)CC